5-chloro-N-(3-(2-((4-(dimethylamino)cyclohexyl)amino)-8-methyl-7-oxo-7,8-dihydropteridin-6-yl)-4-fluorophenyl)-2-methoxypyridine-3-sulfonamide ClC=1C=C(C(=NC1)OC)S(=O)(=O)NC1=CC(=C(C=C1)F)C1=NC=2C=NC(=NC2N(C1=O)C)NC1CCC(CC1)N(C)C